N2-(4,5-difluoro-1H-indol-3-yl)-N1-methyl-5-(trifluoromethyl)-1H-benzo[d]imidazol-1,2-diamine hydrochloride Cl.FC1=C2C(=CNC2=CC=C1F)NC1=NC2=C(N1NC)C=CC(=C2)C(F)(F)F